1-(3-cycloheptylpyridin-2-yl)piperazine C1(CCCCCC1)C=1C(=NC=CC1)N1CCNCC1